N-Methyl-N-[1-(propan-2-yl)piperidin-4-yl]-5-[4-(1H-pyrazol-4-yl)-1H-pyrrolo[2,3-c]pyridin-7-yl][1,3]thiazolo[5,4-d][1,3]thiazol-2-amin CN(C=1SC=2N=C(SC2N1)C=1N=CC(=C2C1NC=C2)C=2C=NNC2)C2CCN(CC2)C(C)C